N-[(E)-(5-nitro-2-chloro-4-fluorophenyl)methylene]-O-[tert-butyl(dimethyl)silyl]hydroxylamine [N+](=O)([O-])C=1C(=CC(=C(C1)\C=N\O[Si](C)(C)C(C)(C)C)Cl)F